3-cyclopropyl-4-(trifluoromethyl)-1-{[1-(trifluoromethyl)cyclopentyl]methyl}-1H-pyrazole-5-carboxylic acid C1(CC1)C1=NN(C(=C1C(F)(F)F)C(=O)O)CC1(CCCC1)C(F)(F)F